FC1=CC(=C(OC2=C(C(=O)O)C=CC(=N2)C(F)(F)F)C=C1)C 2-(4-fluoro-2-methylphenoxy)-6-(trifluoromethyl)nicotinic acid